C(C)(=O)[O-].C(C)(=O)[O-].[Pd+2].C1(=CC=CC=C1)PC1=CC=CC=C1 diphenylphosphine palladium diacetate